2-silacyclopentane-1,1-diylbis(methylene) dibenzoate C(C1=CC=CC=C1)(=O)OCC1([SiH2]CCC1)COC(C1=CC=CC=C1)=O